NC(C)C=1C=C(C=C2C(N(C(=NC12)N1CC(CC1)(C)C)C)=O)C 8-(1-aminoethyl)-2-(3,3-dimethylpyrrolidin-1-yl)-3,6-dimethylquinazolin-4(3H)-one